CCOC(=O)NCC(=C)C methallylurethane